α-methylcyclopentylalanine CC(NC1CCCC1)(C)C(=O)O